FC(C=1C=C(C=C(C1)C(F)(F)F)C(O)([C@@H]1NCCC1)C1=CC(=CC(=C1)C(F)(F)F)C(F)(F)F)(F)F (2R)-bis(3,5-bis(trifluoromethyl)phenyl)(pyrrolidin-2-yl)methanol